C(C)P(C1=C(SC(=C1P(CC)CC)CC)CC)CC 3,4-bis(diethylphosphino)-2,5-diethylthiophene